(S)-3-((S)-sec-butyl)-7-fluoro-4-(2-hydroxyacetyl)-1,3,4,5-tetrahydro-2H-benzo[e][1,4]diazepin-2-one [C@H](C)(CC)[C@@H]1N(CC2=C(NC1=O)C=CC(=C2)F)C(CO)=O